8-[(1R)-1-Aminoethyl]-2-(6-methoxy-2-pyridyl)-3,6-dimethyl-chromen-4-one N[C@H](C)C=1C=C(C=C2C(C(=C(OC12)C1=NC(=CC=C1)OC)C)=O)C